5-Methyl-6-oxo-8-((3R,4R)-3-(2,2,2-trifluoroethoxy)-4-(3-(trifluoromethyl)phenoxy)piperidin-1-yl)-5,6-dihydro-1,5-naphthyridin-2-carbonitril CN1C=2C=CC(=NC2C(=CC1=O)N1C[C@H]([C@@H](CC1)OC1=CC(=CC=C1)C(F)(F)F)OCC(F)(F)F)C#N